(1S,5R)-1-(5-(1-methylpiperidin-4-yl)-1,3,4-thiadiazol-2-yl)-5-(trifluoromethyl)-3-azabicyclo[3.1.0]hexane CN1CCC(CC1)C1=NN=C(S1)[C@@]12CNC[C@]2(C1)C(F)(F)F